COC(=O)C=1N=C(N(C1)CC1=C(C=C(C=C1)N1N=C2N(C1=O)C(CC2)C2=CC=CC=C2)F)C.COC2=C(C(=CC(=C2)OC)OC)[N+](=O)[O-] 2,4,6-trimethoxynitrobenzene methyl-1-[(2-fluoro-4-{3-oxo-5-phenyl-5H,6H,7H-pyrrolo[2,1-c][1,2,4]triazol-2-yl}phenyl)methyl]-2-methylimidazole-4-carboxylate